C(C)(C)(C)OC(NC1=CC(=NC(=C1)C(NC1=CC=CC=C1)=O)NC1=C(C=CC=C1)F)=O (2-((2-fluorophenyl)amino)-6-(phenylcarbamoyl)pyridin-4-yl)carbamic acid tert-butyl ester